NC1=NC(=NN2C1=NC=C2CC=2C=C(C(=NC2)N2CCN(CC2)C(CNCCO)=O)C)O[C@@H](C)CCC (S)-1-(4-(5-((4-amino-2-(pentan-2-yloxy)imidazo[2,1-f][1,2,4]triazin-7-yl)methyl)-3-methylpyridin-2-yl)piperazin-1-yl)-2-((2-hydroxyethyl)amino)ethan-1-one